C(C)(C)(C)N(C(=O)OC(C(CCCC)CCCCCC(C)C)(CC)CC)CCCC(=O)NC1=CC(=CC(=C1)C(NCCCNC(=O)OC(C)(C)C)=O)C(NCCCNC(=O)OC(C)(C)C)=O isooctyl-diethylhexanol tert-butyl-N-[4-[3,5-bis[3-(tert-butoxycarbonylamino)propylcarbamoyl]anilino]-4-oxo-butyl]carbamate